5-fluoro-3-(2-(3-(4-methoxyphenyl)-4-oxothiazolidine-2-ylidene)hydrazono)-1H-indol-2-one FC=1C=C2C(C(NC2=CC1)=O)=NN=C1SCC(N1C1=CC=C(C=C1)OC)=O